FC(CN1C(NCC1)=O)(F)F 1-(2,2,2-trifluoroethyl)imidazolidin-2-one